N,N,N-trimethyltridecan-1-aminium chloride [Cl-].C[N+](CCCCCCCCCCCCC)(C)C